CN1N=C(C2=CC=C(C=C12)C=C)C(=N)NC1=CC=C(C=C1)OC(F)(F)F 1-methyl-N-[4-(trifluoromethoxy)phenyl]-6-vinyl-indazole-3-carboxamidine